C(C)(C)(C)OC(=O)N1[C@@H](CC(CC1)=O)C1=CC(=CC(=C1)F)F (S)-2-(3,5-difluorophenyl)-4-oxopiperidine-1-carboxylic acid tert-butyl ester